(2-(4-fluoropiperidin-1-yl)-4-morpholinylphenyl)-6-(1H-pyrazol-4-yl)picolinamide FC1CCN(CC1)C1=C(C=CC(=C1)N1CCOCC1)C=1C(=NC(=CC1)C=1C=NNC1)C(=O)N